BrC=1C=C(CN2C3CCC2CC3)C=C(C1OC)F 7-(3-bromo-5-fluoro-4-methoxybenzyl)-7-azabicyclo[2.2.1]heptane